(R)-N-((2-(6-(3-(methyl(pyrimidin-2-yl)amino)pyrrolidin-1-yl)pyridin-2-yl)-1,6-naphthyridin-7-yl)methyl)-5-(methylsulfonyl)nicotinamide CN([C@H]1CN(CC1)C1=CC=CC(=N1)C1=NC2=CC(=NC=C2C=C1)CNC(C1=CN=CC(=C1)S(=O)(=O)C)=O)C1=NC=CC=N1